2-([1,1'-biphenyl]-4-yl)-3-(methylthio)-4-(trifluoromethyl)thiophene C1(=CC=C(C=C1)C=1SC=C(C1SC)C(F)(F)F)C1=CC=CC=C1